4,5-difluoro-N-methyl-1H-indole-2-carboxamide FC1=C2C=C(NC2=CC=C1F)C(=O)NC